5-(4-((8-chloro-2-methyl-3-oxo-3,4-dihydroquinoxalin-6-yl)methyl)piperazin-1-yl)-N,6-dimethylpicolinamide ClC=1C=C(C=C2NC(C(=NC12)C)=O)CN1CCN(CC1)C=1C=CC(=NC1C)C(=O)NC